5-(trifluoromethyl)isoxazol-3-ol FC(C1=CC(=NO1)O)(F)F